N-butyl-N-[4-(1,1,1,3,3,3-hexafluoro-2-hydroxypropan-2-yl)-2,3-dimethoxyphenyl]-2-iodobenzamide C(CCC)N(C(C1=C(C=CC=C1)I)=O)C1=C(C(=C(C=C1)C(C(F)(F)F)(C(F)(F)F)O)OC)OC